neopentyl (S)-5-fluoro-3-((R)-5-isopropyl-3-(isoquinolin-1-yl)-4,5-dihydroisoxazole-5-carboxamido)-4-oxopentanoate FCC([C@H](CC(=O)OCC(C)(C)C)NC(=O)[C@@]1(CC(=NO1)C1=NC=CC2=CC=CC=C12)C(C)C)=O